4-bromo-3-(6-carbamoyl-7-ethoxy-1H-benzo[d]imidazol-2-yl)-7-fluoro-benzo[b]thiophene-2-carboxylic acid BrC1=CC=C(C=2SC(=C(C21)C2=NC1=C(N2)C(=C(C=C1)C(N)=O)OCC)C(=O)O)F